Methyl 4-[(2,4-dimethoxyphenyl)methylamino]-1-methyl-imidazo[1,5-a]quinoxaline-8-carboxylate COC1=C(C=CC(=C1)OC)CNC=1C=2N(C3=CC(=CC=C3N1)C(=O)OC)C(=NC2)C